9-[4-(2-methoxyphenoxy)phenyl]-3,4-dihydropyrido[2,1-c][1,2,4]thiadiazine 2,2-dioxide COC1=C(OC2=CC=C(C=C2)C2=CC=CN3C2=NS(CC3)(=O)=O)C=CC=C1